FC(C1=NN=C(O1)C1=CN=C(S1)CN(S(=O)(=O)CCN1[C@@H]2CO[C@H](C1)C2)C=2C=NC=CC2)F N-({5-[5-(difluoromethyl)-1,3,4-oxadiazol-2-yl]-1,3-thiazol-2-yl}methyl)-2-[(1s,4s)-2-oxa-5-azabicyclo[2.2.1]heptan-5-yl]-N-(pyridin-3-yl)ethane-1-sulfonamide